ethyl 1-(6-{[(tert-butoxy) carbonyl] amino}-4-methylpyridin-3-yl)-6-chloro-4-oxo-7-{5H,6H,7H-pyrrolo[3,4-b]pyridin-6-yl}-1,4-dihydroquinoline-3-carboxylate C(C)(C)(C)OC(=O)NC1=CC(=C(C=N1)N1C=C(C(C2=CC(=C(C=C12)N1CC2=NC=CC=C2C1)Cl)=O)C(=O)OCC)C